6-bromo-7-[[(3R,5R)-5-(3-hydroxyphenyl)-1-methyl-3-piperidyl]amino]thiazolo[3,2-a]pyrimidin-5-one BrC1=C(N=C2N(C1=O)C=CS2)N[C@H]2CN(C[C@H](C2)C2=CC(=CC=C2)O)C